copper dithiocarbamic acid C(N)(S)=S.[Cu]